FC1=C(C=CC=C1F)C1=NNC2=NC(=CN=C21)N2CC1C(C1CC2)(C=2SC=C(N2)C)CN [3-[3-(2,3-difluorophenyl)-1H-pyrazolo[3,4-b]pyrazin-6-yl]-7-(4-methyl-1,3-thiazol-2-yl)-3-azabicyclo[4.1.0]heptan-7-yl]methanamine